C(#N)C=1C=C(OCCC2CN(CC(C2)C)C(=O)OC(C)(C)C)C=CC1C tert-butyl 3-(2-(3-cyano-4-methylphenoxy)ethyl)-5-methylpiperidine-1-carboxylate